6-Chloro-2-(6-(((1S,3S)-3-((5-methylpyrazin-2-yl)amino)cyclopentyl)amino)pyridin-3-yl)pyridazin-3(2H)-one ClC=1C=CC(N(N1)C=1C=NC(=CC1)N[C@@H]1C[C@H](CC1)NC1=NC=C(N=C1)C)=O